(R)-(1-(1H-indazol-4-yl)propan-2-yl)carbamic acid tert-butyl ester C(C)(C)(C)OC(N[C@@H](CC1=C2C=NNC2=CC=C1)C)=O